5-methyl-2-(4-((1-methylpiperidin-3-yl)amino)-6,7,8,9-tetrahydro-5H-cyclohepta[d]pyridazin-1-yl)phenol CC=1C=CC(=C(C1)O)C1=NN=C(C2=C1CCCCC2)NC2CN(CCC2)C